(3-(3-Methoxyphenyl)prop-2-yn-1-yl)-4-(4-methylpiperazin-1-yl)-1H-benzo[d]imidazole-1-carboxamide COC=1C=C(C=CC1)C#CCC1=NC2=C(N1C(=O)N)C=CC=C2N2CCN(CC2)C